O1C(=NC2=C1C=CC=C2)C2=CC(=NN2CC2=CC=C(C=C2)OC)N 5-(1,3-Benzoxazol-2-yl)-1-[(4-methoxyphenyl)methyl]pyrazol-3-amine